O=C1C[C@H](N(C1)C(=O)OC(C)(C)C)C(=O)OCC 1-(tert-butyl) 2-ethyl (S)-4-oxopyrrolidine-1,2-dicarboxylate